3-(N-Boc-amino)-3-[4-[4-hydroxynaphthyl]phenyl]-propionic acid C(=O)(OC(C)(C)C)NC(CC(=O)O)C1=CC=C(C=C1)C1=CC=C(C2=CC=CC=C12)O